C(O)C(CCCCO)(CO)CO trimethylolamyl alcohol